8-(3-aminophenyl)-6-phenylquinazolin-4-amine NC=1C=C(C=CC1)C=1C=C(C=C2C(=NC=NC12)N)C1=CC=CC=C1